N-(3-amino-2-hydroxypropyl)-1-(4-((3-(3-fluoro-4-methoxyphenyl)imidazo[1,2-a]pyrazin-8-yl)amino)-2-methylbenzoyl)piperidine-4-carboxamide 2,2,2-trifluoroacetate FC(C(=O)O)(F)F.NCC(CNC(=O)C1CCN(CC1)C(C1=C(C=C(C=C1)NC=1C=2N(C=CN1)C(=CN2)C2=CC(=C(C=C2)OC)F)C)=O)O